(S)-N-(3-(2-aminobenzo[d]thiazol-6-yl)-2,6-difluorophenyl)-3-phenylisoxazolidine-2-carboxamide NC=1SC2=C(N1)C=CC(=C2)C=2C(=C(C(=CC2)F)NC(=O)N2OCC[C@H]2C2=CC=CC=C2)F